2-(1-(2-cyano-5-fluorophenyl)-1-phenylpropan-2-yl)-N-(isoxazol-4-yl)-5-methoxy-1-methyl-6-oxo-1,6-dihydropyrimidine-4-carboxamide C(#N)C1=C(C=C(C=C1)F)C(C(C)C=1N(C(C(=C(N1)C(=O)NC=1C=NOC1)OC)=O)C)C1=CC=CC=C1